C(C)(C)(C)OC(=O)N1CCC(=CC1)C(C(=O)OCC)(C)C 4-(2-ethoxy-1,1-dimethyl-2-oxo-ethyl)-3,6-dihydro-2H-pyridine-1-carboxylic acid tert-butyl ester